P(=O)(OCN1C(C=C(C=C1)NC(C1=C(C=CC(=C1)C(F)(F)F)OC1=CC=C(C=C1)OC(F)(F)F)=O)=O)(O)O (2-oxo-4-(2-(4-(trifluoromethoxy)phenoxy)-5-(trifluoromethyl)benzamido)pyridin-1(2H)-yl)methyl dihydrogen phosphate